N-(3-(2-((4-aminocyclohexyl)amino)-8-ethylquinazolin-6-yl)-2,4-difluorophenyl)-5-chloro-3-hydroxy-2,3-dihydrobenzofuran-7-sulfonamide NC1CCC(CC1)NC1=NC2=C(C=C(C=C2C=N1)C=1C(=C(C=CC1F)NS(=O)(=O)C1=CC(=CC=2C(COC21)O)Cl)F)CC